C(C)C=1C=C(C=CC1)SC1=CN=C(S1)CNC(OC(C)(C)C)=O tert-butyl ((5-((3-ethylphenyl)thio)thiazol-2-yl)methyl)carbamate